OCC1N(CCN(C1)C1=CC=C(C=C1)O)C(=O)OC(C)(C)C tert-butyl 2-(hydroxymethyl)-4-(4-hydroxyphenyl)piperazine-1-carboxylate